C(C)(C)(C)OC(=O)N1C[C@@H]([C@@H](CC1)N1CCN(CC1)C1=CC=CC=2N(C(N(C21)C)=O)C2C(NC(CC2)=O)=O)F (3s,4r)-4-[4-[1-(2,6-dioxo-3-piperidinyl)-3-methyl-2-oxo-benzoimidazol-4-yl]piperazin-1-yl]-3-fluoro-piperidine-1-carboxylic acid tert-butyl ester